2-ethylhexyl 3-((5-cyclopropyl-7-(3,3,4,4-tetrafluoropyrrolidin-1-yl)-5H-pyrrolo[3,2-d]pyrimidin-2-yl)thio)propionate 2-Ethylhexyl-3-mercaptopropionate C(C)C(COC(CCS)=O)CCCC.C1(CC1)N1C=C(C=2N=C(N=CC21)SCCC(=O)OCC(CCCC)CC)N2CC(C(C2)(F)F)(F)F